FC1=C2C[C@@H](N(C2=CC(=C1N1S(NC(C1)=O)(=O)=O)O)C(=O)OC(C)(C)C)CO tert-butyl (2R)-4-fluoro-6-hydroxy-2-(hydroxymethyl)-5-(1,1,4-trioxo-1λ6,2,5-thiadiazolidin-2-yl)-2,3-dihydro-1H-indole-1-carboxylate